1-bromo-4-(4,4-difluorobut-3-en-1-yl)benzene BrC1=CC=C(C=C1)CCC=C(F)F